1-((1R,5R)-6-(7-(8-chloro-7-fluoronaphthalen-1-yl)-2-(((S)-1-methylpyrrolidin-2-yl)methoxy)quinazolin-4-yl)-2,6-diazabicyclo[3.2.0]hept-2-yl)prop-2-en-1-one ClC=1C(=CC=C2C=CC=C(C12)C1=CC=C2C(=NC(=NC2=C1)OC[C@H]1N(CCC1)C)N1[C@@H]2CCN([C@@H]2C1)C(C=C)=O)F